acryloyloxynonane-1,1-dicarboxylic acid C(C=C)(=O)OC(CCCCCCCC)(C(=O)O)C(=O)O